3-(4-ethylphenyl)-3-oxopropanoic acid ethyl ester C(C)OC(CC(=O)C1=CC=C(C=C1)CC)=O